C=C(CCCCCCCCCCCCCC)ON1CC=C(C=C1)C 1-(Hexadec-1-en-2-yloxy)-4-methylpyridin